lithiosuccinic acid [Li]C(C(=O)O)CC(=O)O